6-(4-amino-4-methylpiperidin-1-yl)-3-(2-chloro-3-fluorophenyl)-1H-pyrazolo[3,4-b]pyridine-4-carboxylic acid NC1(CCN(CC1)C=1C=C(C2=C(N1)NN=C2C2=C(C(=CC=C2)F)Cl)C(=O)O)C